(±)-4-{[(1R*,3R*)-3-hydroxycyclopentyl]amino}-2-(methylsulfanyl)pyrimidine-5-carbaldehyde O[C@H]1C[C@@H](CC1)NC1=NC(=NC=C1C=O)SC |r|